ethyl 9-bromo-8-methoxy-1-(2-thienyl)-5,6-dihydropyrrolo[2,1-a]isoquinoline-3-carboxylate BrC1=C(C=C2CCN3C(C2=C1)=C(C=C3C(=O)OCC)C=3SC=CC3)OC